{4-chloro-7-methyl-7H-pyrrolo[2,3-d]pyrimidin-6-yl}boronic acid ClC=1C2=C(N=CN1)N(C(=C2)B(O)O)C